CC1=C(C=C(C=C1)N(C(C)=O)C1CN(C1)C(=O)OC(C)(C)C)C(N[C@H](C)C1=CC=CC2=CC=CC=C12)=O (R)-tert-butyl 3-(N-(4-methyl-3-((1-(naphthalen-1-yl)ethyl)carbamoyl)phenyl) acetamido)azetidine-1-carboxylate